ClC1=C2C=C(NC2=CC=C1Cl)C(=O)N1C(C(NCC1)=O)CCC 4-[(4,5-dichloro-1H-indol-2-yl)carbonyl]-3-propyl-2-piperazinone